5-methyl-4a-phenyloctahydro-2H-benzo[b][1,4]oxazine CC1CCCC2OCCNC21C2=CC=CC=C2